D-2-aminooxyethyl mannopyranoside O(C1[C@@H](O)[C@@H](O)[C@H](O)[C@H](O1)CO)CCON